6-(4,4,5,5-tetramethyl-1,3,2-dioxaborolan-2-yl)-2-(1,2,2-trimethyl-4-piperidyl)indazole CC1(OB(OC1(C)C)C=1C=CC2=CN(N=C2C1)C1CC(N(CC1)C)(C)C)C